NC1=NN(C2=C(C=C(C(=C12)OC1=C(C=CC(=C1)F)Cl)NC(C1=CC(=CC(=C1)C(F)(F)F)F)=O)Br)C N-[3-amino-7-bromo-4-(2-chloro-5-fluorophenoxy)-1-methylindazol-5-yl]-3-fluoro-5-(trifluoromethyl)benzamide